CN(C(CN1C=C(C(C=2C=C(C=NC12)B(O)O)=O)C(=O)OCC)C1=CC=CC=C1)C [8-[2-(dimethylamino)-2-phenyl-ethyl]-6-ethoxycarbonyl-5-oxo-1,8-naphthyridin-3-yl]boronic acid